FC=1C=C(C=C2C(=CC(=NC12)C)[C@@H](C)O)B1OC(C(O1)(C)C)(C)C |r| (±)-1-(8-fluoro-2-methyl-6-(4,4,5,5-tetramethyl-1,3,2-dioxaborolan-2-yl)quinolin-4-yl)ethan-1-ol